ClC1=CC=C(C#N)C=C1 4-chlorobenzonitrile